(2S)-2-({[7-chloro-8-fluoro-4-hydroxy-2-(methylsulfonyl)pyrido[4,3-d]pyrimidin-5-yl]oxy}methyl)piperidine-1-carboxylic acid tert-butyl ester C(C)(C)(C)OC(=O)N1[C@@H](CCCC1)COC1=NC(=C(C=2N=C(N=C(C21)O)S(=O)(=O)C)F)Cl